B([O-])(F)F.IC(C(=O)O)C(=O)O.[Na+] sodium iodomalonate difluoroborate